FC(C(=O)NS(=O)(=O)C(C(C(C(F)(F)F)(F)F)(F)F)(F)F)(C(F)(F)F)C(F)(F)F 2,3,3,3-tetrafluoro-N-((perfluorobutyl)sulfonyl)-2-(trifluoromethyl)propanamide